C(C)C1=CC=CC=2C(C3=CC=CC=C3SC12)=O 4-ethyl-9H-thioxanthen-9-one